(2S)-3-(2-Chloro-4-{[(furan-2-yl)methyl]amino}-7-methylthieno[3,2-d]pyrimidin-6-yl)-2-methylpropan-1-ol ClC=1N=C(C2=C(N1)C(=C(S2)C[C@@H](CO)C)C)NCC=2OC=CC2